C(C1=CC=CC=C1)OC(/C=C/C1=CC=C(CC2N(CCN(CCN(CCN(C2)CC(=O)OC(C)(C)C)CC(=O)OC(C)(C)C)CC(=O)OC(C)(C)C)CC(=O)OC(C)(C)C)C=C1)=O (e)-tetra-tert-butyl 2,2',2'',2'''-(2-(4-(3-(benzyloxy)-3-oxoprop-1-en-1-yl)benzyl)-1,4,7,10-tetraazacyclododecane-1,4,7,10-tetrayl)tetraacetate